diethyl-bis(4,5,6,7-tetrahydroindenyl)zirconium chloride [Cl-].C(C)[Zr](C1C=CC=2CCCCC12)(C1C=CC=2CCCCC12)CC